palmitoylaminopropyl-dimethylamine C(CCCCCCCCCCCCCCC)(=O)NCCCN(C)C